OC1=C(C=CC(=C1)OCCO)C(=O)C1=CC=CC=C1 (2-hydroxy-4-(2-hydroxyethoxy)phenyl)(phenyl)methanone